C(CCCCCCC\C=C/CCCCCCCC)(=O)OC[C@H](COP(=O)(O)OCCN(C)C)OC(CCCCCCC\C=C/CCCCCCCC)=O (2R)-3-(((2-(dimethylamino)ethoxy)(hydroxy)phosphoryl)oxy)propane-1,2-diyl dioleate